(S)-14-(2-(Cyclopropylamino)ethyl)-7-ethyl-7-hydroxy-7H-[1,3]dioxolano[4,5-g]pyrano[3',4':6,7]indolizino[1,2-b]quinolin-8,11(10H,13H)-dione C1(CC1)NCCC1=C2C(=NC=3C=C4C(=CC13)OCO4)C4=CC1=C(C(N4C2)=O)COC([C@]1(O)CC)=O